methyl 3-(9-((4-(((tert-butoxycarbonyl)amino)methyl)-2-(cyclobutylmethoxy)phenyl)carbamoyl)-4,5-dihydrobenzo[b]thieno[2,3-d]oxepin-8-yl)-6-(propylcarbamoyl)picolinate C(C)(C)(C)OC(=O)NCC1=CC(=C(C=C1)NC(=O)C1=CC2=C(OCCC3=C2SC=C3)C=C1C=1C(=NC(=CC1)C(NCCC)=O)C(=O)OC)OCC1CCC1